CC=1C=C(C(C(=O)O)=CC1C)C(=O)O 4,5-dimethyl-phthalic acid